FC(C1=CC(=NN1C1=NC(=CC=C1C(C)O)N1C=NC2=C1C=CC(=C2)NC=2N=NC(=CC2)C)C#N)F 5-(difluoromethyl)-1-[3-(1-hydroxyethyl)-6-[5-[(6-methylpyridazin-3-yl)amino]benzimidazol-1-yl]-2-pyridyl]pyrazole-3-carbonitrile